O.O.O.O.O.O.O.O.O.O.O.O.[O-]S(=O)(=O)[O-].[O-]S(=O)(=O)[O-].[Al+3].[K+] The molecule is a hydrate resulting from the the formal combination of anhydrous potassium aluminium sulfate with 12 mol eq. of water. It has a role as an astringent, a flame retardant and a mordant. It is a hydrate, an aluminium salt, a metal sulfate and a potassium salt. It contains an aluminium(3+) and a potassium aluminium sulfate.